tert-Butyl 2-{6-[(S)-benzyloxycarbonylamino(4,4-difluorocyclohexyl)methyl]imidazo-[1,2-b][1,2,4]triazin-3-yl}-4-(difluoromethyl)-4-hydroxypiperidine-1-carboxylate C(C1=CC=CC=C1)OC(=O)N[C@H](C=1N=C2N(N=CC(=N2)C2N(CCC(C2)(O)C(F)F)C(=O)OC(C)(C)C)C1)C1CCC(CC1)(F)F